Cl[Ru-4](=CC1=C(C=CC=C1)OC(C)C)(=C1C(CC(N1C1=C(C=CC=C1C(C)C)C(C)C)(C)C)(C1=CC=CC=C1)C)Cl Dichloro[1-(2,6-diisopropylphenyl)-2,2,4-trimethyl-4-phenyl-5-pyrrolidinylidene](2-isopropoxyphenylmethylene)ruthenium(II)